2-(4-methylnaphthalen-1-yl)-5-(1H-pyrrolo[2,3-b]pyridin-4-yl)-1H-pyrrole-3-carboxamide CC1=CC=C(C2=CC=CC=C12)C=1NC(=CC1C(=O)N)C1=C2C(=NC=C1)NC=C2